tert-butyl (R)-2-(4-(4-(4-(hydroxyamino)but-2-yn-1-yl)phenyl)-2,3,9-trimethyl-6H-thieno[3,2-f][1,2,4]triazolo[4,3-a][1,4]diazepin-6-yl)acetate ONCC#CCC1=CC=C(C=C1)C1=N[C@@H](C=2N(C3=C1C(=C(S3)C)C)C(=NN2)C)CC(=O)OC(C)(C)C